ClC1=NC(=C(C=2NC(=NC(C21)=O)SC)F)Cl 5,7-dichloro-8-fluoro-2-(methylthio)pyrido[4,3-d]pyrimidin-4(1H)-one